NC1=C(C=C2C(=N1)C=C(N2)C(=O)N(CC2=NC=C(C=C2)C(F)(F)F)[C@@H]2C=1N=CC=NC1CCC2)C (S)-5-amino-6-methyl-N-(5,6,7,8-tetrahydroquinoxalin-5-yl)-N-((5-(trifluoromethyl)pyridin-2-yl)methyl)-1H-pyrrolo[3,2-b]pyridine-2-carboxamide